C1=CC=CC=2C3=CC=CC=C3C(C12)COC(=O)N1[C@H]([C@H](CC1)CC1=CC=C(C=C1)F)C(=O)O (2R,3S)-1-(((9H-fluoren-9-yl)methoxy)carbonyl)-3-(4-fluorobenzyl)pyrrolidine-2-carboxylic acid